CN(C/C=C/C(=O)NC=1C=C2C(=CN(C2=CC1)C1=NC(=NC=C1C)NC=1C=NN(C1)CCO)C)C (E)-4-(dimethylamino)-N-[1-[2-[[1-(2-hydroxyethyl)pyrazol-4-yl]amino]-5-methyl-pyrimidin-4-yl]-3-methyl-indol-5-yl]but-2-enamide